tert-butyl (cyclopropyl(2-(5-((2,4-dimethoxybenzyl)amino)-7-methoxy-[1,2,4]triazolo[1,5-c]quinazolin-2-yl)ethyl)(oxo)-λ6-sulfanylidene)carbamate C1(CC1)S(=O)(CCC1=NN2C(=NC=3C(=CC=CC3C2=N1)OC)NCC1=C(C=C(C=C1)OC)OC)=NC(OC(C)(C)C)=O